NC(=S)NC1=CC=CC=C1 amino(phenylamino)methanethione